3-(1-methylpiperidin-4-yl)butanamide CN1CCC(CC1)C(CC(=O)N)C